N1(CCNCCC1)C=1C=CC=2N(C(C=C(N2)C2=NN3C(C(=NC(=C3)C)C)=C2)=O)C1 7-(1,4-diazacycloheptan-1-yl)-2-(4,6-dimethylpyrazolo[1,5-a]pyrazin-2-yl)-4H-pyrido[1,2-a]pyrimidin-4-one